NCC1(C(NC(N1)=O)=O)C1COCCC1 rac-5-(aminomethyl)-5-[oxan-3-yl]imidazolidine-2,4-dione